DIETHYLSULFAMOYL-BENZAMIDE C(C)N(S(=O)(=O)C1=C(C(=O)N)C=CC=C1)CC